BrC1=CC=C(C=C1)S(=O)(=O)Cl 4-bromo-benzenesulfonyl chloride